(3R,4S)-4-(4,4-diethyl-2-imino-6-oxo-hexahydropyrimidin-1-yl)-N-[(3S,4R)-3-hydroxy-2,2-dimethyl-chroman-4-yl]-3-methoxy-3-methyl-chromane-6-carboxamide C(C)C1(NC(N(C(C1)=O)[C@@H]1[C@@](COC2=CC=C(C=C12)C(=O)N[C@H]1[C@@H](C(OC2=CC=CC=C12)(C)C)O)(C)OC)=N)CC